(S)-tert-Butyl 3-((4-(2-(2-fluoro-3-(phenylmethylsulfonamido)phenoxy)pyridin-3-yl)pyrimidin-2-yl)amino)piperidine-1-carboxylate FC1=C(OC2=NC=CC=C2C2=NC(=NC=C2)N[C@@H]2CN(CCC2)C(=O)OC(C)(C)C)C=CC=C1NS(=O)(=O)CC1=CC=CC=C1